ClC1=C(C=CC=C1C1=NC(=C(C=C1)C=O)OCC)C1=C(C(=CC=C1)NC(=O)C=1C(N(C(N(C1)C)=O)C)=O)C N-(2'-chloro-3'-(6-ethoxy-5-formylpyridin-2-yl)-2-methyl-[1,1'-biphenyl]-3-yl)-1,3-dimethyl-2,4-dioxo-1,2,3,4-tetrahydropyrimidine-5-carboxamide